NCCCCNCCCNC(C(=C)C)=O N-(3-((4-aminobutyl)amino)propyl)methacrylamide